FC1=C(C(=CC=C1)C)N1CCC(CC1)N1C(N(C=2C([C@@H]1C)=NN(C2)C)CC2=C(C=CC=C2)C(F)(F)F)=O (S)-6-[1-(2-Fluoro-6-methyl-phenyl)-piperidin-4-yl]-2,7-dimethyl-4-(2-trifluoromethyl-benzyl)-2,4,6,7-tetrahydro-pyrazolo[4,3-d]pyrimidin-5-on